((pyrrolidine-1-ylsulfonyl)methyl)benzenesulfonyl fluoride N1(CCCC1)S(=O)(=O)CC1=C(C=CC=C1)S(=O)(=O)F